FC(C=1C(=C(C=C2NC(C=3N(C12)C(=NN3)C)(C)C)F)C=3C=C(C=C1C=CNC31)F)F 9-(Difluoro-methyl)-7-fluoro-8-(5-fluoro-1H-indol-7-yl)-1,4,4-trimethyl-5H-[1,2,4]triazolo[4,3-a]quinoxaline